C1(CC1)C1(C=C(C(N(C1)CC1=C2C=C(N(C2=CC=C1)S(=O)(=O)C1=CC=C(C)C=C1)C)=O)C(=O)NC)C(=O)N 5-cyclopropyl-N3-methyl-1-((2-methyl-1-tosyl-1H-indol-4-yl)methyl)-2-oxo-1,2-dihydropyridine-3,5-dicarboxamide